BrCC1(CN(C1)S(=O)(=O)C1=CC=C(C)C=C1)CO (3-(bromomethyl)-1-tosylazetidin-3-yl)methanol